C(C)(=O)N[C@H]1CO[C@@H]([C@H]([C@@H]1O)O)CO deoxy-N-acetylglucosamine